[Sn].[Ca].FC=1C=C2C(=NN(C2=CC1F)C1CN(CC1)C(C=C)=O)C1=CC=C(C=C1)C(F)(F)F 1-(3-(5,6-difluoro-3-(4-(trifluoromethyl)phenyl)-1H-indazol-1-yl)pyrrolidin-1-yl)prop-2-en-1-one calcium-tin